C1N(CC12N(CCOC2)C(=O)OC(C)(C)C)C(=O)OCC2C1=CC=CC=C1C=1C=CC=CC21 2-((9H-Fluoren-9-yl) methyl) 5-(tert-butyl) 8-oxa-2,5-diazaspiro[3.5]nonane-2,5-dicarboxylate